(Z)-N-(4-methylbenzyl)-3-phenylacrylamide CC1=CC=C(CNC(\C=C/C2=CC=CC=C2)=O)C=C1